C(C1=CC=CC=C1)OC(C(C)(C)OCCN1CC[C@@H]2N(CC([C@@H]21)(F)F)C(=O)OC(C)(C)C)=O (cis)-tert-butyl 4-(2-((1-(benzyloxy)-2-methyl-1-oxoprop-2-yl) oxy) ethyl)-3,3-difluorohexahydropyrrolo[3,2-b]pyrrole-1(2H)-carboxylate